C(CC)C=1C=C(C(=S)NC=2C=C3C(=CNC3=CC2)C2CC3CCCCN3CC2)C=CC1 5-(3-propylthiobenzoyl)amino-3-(octahydro-2H-quinolizin-2-yl)-1H-indole